NC1=NC2=C(C3=CN=CC=C13)C=C(C=C2)C(=O)N(C2COC1=NC(=CC=C12)C(F)(F)F)C=1C=NN(C1)C 5-amino-N-(1-methyl-1H-pyrazol-4-yl)-N-(6-(trifluoromethyl)-2,3-dihydrofuro[2,3-b]pyridin-3-yl)benzo[c][2,6]naphthyridin-9-carboxamide